C(\C=C\CN1C(=NC2=C1C(=CC(=C2)C(N)=O)OC)NC(=O)C2=C(N=C(O2)C)C)N2C(=NC1=C2C(=CC(=C1)C(N)=O)OC)NC(=O)C1=C(N=C(O1)C)C (E)-N,N'-(but-2-ene-1,4-diylbis(5-carbamoyl-7-methoxy-1H-benzo[d]imidazole-1,2-diyl))bis(2,4-dimethyloxazole-5-carboxamide)